ClC1=NC2=CC=C(C=C2C=C1[C@H](C)N[S@](=O)C(C)(C)C)Cl (R)-N-((S)-1-(2,6-dichloroquinolin-3-yl)ethyl)-2-methylpropane-2-sulfinamide